[Si](C)(C)(C(C)(C)C)OCCOC1=C(C=C(C=C1C)C1=NOC(=N1)C(=O)NCC1=CC=C(C=C1)OC1CCCCC1)Cl 3-(4-(2-((tert-butyldimethylsilyl)oxy)ethoxy)-3-chloro-5-methylphenyl)-N-(4-(cyclohexyloxy)benzyl)-1,2,4-oxadiazole-5-carboxamide